i-propyl isocyanate C(C)(C)N=C=O